1-benzoyl-3-(7-chloro-1,3-benzoxazol-5-yl)thiourea C(C1=CC=CC=C1)(=O)NC(=S)NC=1C=C(C2=C(N=CO2)C1)Cl